C(C)OC(C(C(=O)OCC)=CC(C)(C)C)=O (2,2-dimethylpropylidene)malonic acid diethyl ester